1-(methyl-d3)pyridin-2(1H)-one C(N1C(C=CC=C1)=O)([2H])([2H])[2H]